C(#C)N=C=O Ethynyl isocyanate